rac-(1S*,2S*)-2-(3-chlorophenyl)-N-(6-(((6-cyclopropyl-8-(hydroxymethyl)imidazo[1,2-a]pyridin-2-yl)methyl)amino)pyrimidin-4-yl)cyclopropane-1-carboxamide, formic acid salt C(=O)O.ClC=1C=C(C=CC1)[C@@H]1[C@H](C1)C(=O)NC1=NC=NC(=C1)NCC=1N=C2N(C=C(C=C2CO)C2CC2)C1 |r|